1-(3-((6-(trifluoromethyl)pyridin-3-yl)oxy)-3',6'-dihydro-[2,4'-bipyridin]-1'(2'h)-yl)prop-2-en-1-one tert-butyl-4-hydroxy-3-methoxy-3-(trifluoromethyl)pyrrolidine-1-carboxylate C(C)(C)(C)OC(=O)N1CC(C(C1)O)(C(F)(F)F)OC.FC(C1=CC=C(C=N1)OC=1C(=NC=CC1)C=1CCN(CC1)C(C=C)=O)(F)F